O1-benzyl O2-methyl (2S,4S)-4-[(6-bromopyrazin-2-yl)amino]pyrrolidine-1,2-dicarboxylate BrC1=CN=CC(=N1)N[C@H]1C[C@H](N(C1)C(=O)OCC1=CC=CC=C1)C(=O)OC